(2R,3R,4R,5S)-2-(((tert-butyldiphenylsilyl)oxy)methyl)-5-((6-(trifluoromethyl)pyrazin-2-yl)amino)tetrahydro-2H-pyran-3,4-diol [Si](C1=CC=CC=C1)(C1=CC=CC=C1)(C(C)(C)C)OC[C@H]1OC[C@@H]([C@H]([C@H]1O)O)NC1=NC(=CN=C1)C(F)(F)F